C1(CC1)N1C=C(C2=CC(=CC=C12)F)S(=O)(=O)C1=CC(=C(C=C1)OC)N1CCNCC1 1-cyclopropyl-5-fluoro-3-((4-methoxy-3-(piperazin-1-yl)phenyl)sulfonyl)-1H-indole